Cl.CNC1CN(CC1)C=1N=NC(=CN1)C1=C(C=C(C=C1)C=1C=NN(C1)C)O 2-{3-[3-(methylamino)pyrrolidin-1-yl]-1,2,4-triazin-6-yl}-5-(1-methyl-1H-pyrazol-4-yl)phenol hydrochloride